C(C)(C)(C)OC(N(CC(F)F)C1=NC(=CC(=C1C(=O)NN)C(CO)=O)Br)=O (6-bromo-3-(hydrazinocarbonyl)-4-(2-hydroxyacetyl)pyridin-2-yl)(2,2-difluoroethyl)carbamic acid tert-butyl ester